CN(S(=O)(=O)C1=CC=C(C=C1)NC(NCC=1C=NC=CC1)=O)C 3-[4-(dimethylsulfamoyl)phenyl]-1-(pyridin-3-ylmethyl)urea